5-(tert-butyldimethylsilyloxy)-1,2,3,4-tetrahydronaphthalene-1-ol [Si](C)(C)(C(C)(C)C)OC1=C2CCCC(C2=CC=C1)O